(3,3-dimethyl-2,3-dihydrobenzo[b][1,4]dioxin-6-yl)ethan-1-one CC1(OC2=C(OC1)C=CC(=C2)C(C)=O)C